CN1C=CC=2C1=CN=NC2N 1-methyl-1H-pyrrolo[2,3-d]pyridazin-4-amine